ClC(C(C(F)(F)F)(F)Cl)(F)F 1,2-Dichloro-1,1,2,3,3,3-hexafluoropropane